N1(CCNCC1)CCC[Si](OCC)(OCC)OCC [3-(1-piperazinyl)propyl]triethoxysilane